COC=1C=C2C(=NN=C(C2=CC1O[C@@H]1COCC1)N[C@H](C)C=1C(=C(C#N)C=CC1)C)C 3-((R)-1-((6-methoxy-4-methyl-7-(((S)-tetrahydrofuran-3-yl)oxy)phthalazin-1-yl)amino)ethyl)-2-methylbenzonitrile